FC=1C(=C(C=O)C=C(C1)C(=O)N1C(COCC1)C1=CC(=CC=C1)N1CCCC1)O 3-fluoro-2-hydroxy-5-(3-(3-(pyrrolidin-1-yl)phenyl)morpholine-4-carbonyl)benzaldehyde